C(C=C)(=O)O.C(C=C)(=O)O.C(C=C)(=O)O.C1(=CC=CC=C1)C(C1=CC=CC=C1)C1=CC=CC=C1 triphenylmethane triacrylate